FC=1C=CC(=NC1)N1N=CN=C1C(C)N 1-[2-(5-fluoro-2-pyridyl)-1,2,4-triazol-3-yl]-ethanamine